ethyl 3-(3,4-difluorophenyl)-2-methylazetidine-3-carboxylate FC=1C=C(C=CC1F)C1(C(NC1)C)C(=O)OCC